N-(8-bromo-3,4-dihydro-2H-pyrano[3,2-c]pyridin-4-yl)propanamide BrC=1C2=C(C=NC1)C(CCO2)NC(CC)=O